4-methoxy-6-((trimethylsilyl)ethynyl)pyrazolo[1,5-a]Pyridine COC=1C=2N(C=C(C1)C#C[Si](C)(C)C)N=CC2